O=C1C(=CC2=C(N=CN=C2)N1CC1=NC=CN=C1C(F)(F)F)C1CCN(CC1)C(=O)OC(C)(C)C tert-butyl 4-(7-oxo-8-((3-(trifluoromethyl)pyrazin-2-yl)methyl)-7,8-dihydropyrido[2,3-d]pyrimidin-6-yl)piperidine-1-carboxylate